The molecule is a 1-phosphatidyl-1D-myo-inositol 4-phosphate in which the phosphatidyl acyl groups at positions 1 and 2 are both specified as octanoyl. It is a 1-phosphatidyl-1D-myo-inositol 4-phosphate and an octanoate ester. It is a conjugate acid of a 1,2-dioctanoyl-sn-glycero-3-phospho-(1D-myo-inositol-4-phosphate)(3-). CCCCCCCC(=O)OC[C@H](COP(=O)(O)OC1[C@@H]([C@H](C([C@H]([C@H]1O)O)OP(=O)(O)O)O)O)OC(=O)CCCCCCC